NC1=CC(=C2C(N(CCCCC[C@@](C3=NN=C(C1=N2)O3)(C(F)(F)F)O)CC3=C(C(=CC=C3)OC(F)(F)F)C)=O)C(F)(F)F (6R)-17-amino-6-hydroxy-12-[[2-methyl-3-(trifluoromethoxy)phenyl]methyl]-6,15-bis(trifluoromethyl)-19-oxa-3,4,12,18-tetrazatricyclo[12.3.1.12,5]nonadeca-1(18),2,4,14,16-pentaen-13-one